N(=[N+]=[N-])CCOCCOC=C 2-(2-azidoethoxy)ethoxyethaneN